N-(5-((6-((R)-3-(3,5-difluorophenyl)isoxazolidine-2-yl)pyrimidine-4-yl)amino)-4-methoxy-2-morpholinophenyl)-(E)-4-(dimethylamino)but-2-enamide FC=1C=C(C=C(C1)F)[C@@H]1N(OCC1)C1=CC(=NC=N1)NC=1C(=CC(=C(C1)NC(\C=C\CN(C)C)=O)N1CCOCC1)OC